1-[2-[2-[tert-butyl-(dimethyl)silyl]oxyethyl]-4-iodo-5-isopropoxy-pyrazol-3-yl]ethanone C(C)(C)(C)[Si](OCCN1N=C(C(=C1C(C)=O)I)OC(C)C)(C)C